[3-(2,2-difluoroethyl)-1,2-oxazol-5-yl]methanol FC(CC1=NOC(=C1)CO)F